ClC1=C(C=CC=C1OCCCN1CC(CC1)O)C=1C=C(NN2SC3=C(C2)N=CC=N3)C=CC1 N-(3-(2-chloro-3-(3-(3-hydroxypyrrolidin-1-yl)propoxy)phenyl)anilino)pyrazino-isothiazol